tert-butyl (tert-butoxycarbonyl)(3-chloro-4-cyanophenyl)carbamate C(C)(C)(C)OC(=O)N(C(OC(C)(C)C)=O)C1=CC(=C(C=C1)C#N)Cl